CC=1SC=C(N1)CCN 2-(2-methylthiazol-4-yl)ethan-1-amine